C(C(=O)[O-])(=O)[O-].C(C(=O)[O-])(=O)[O-].OCC[N+](C)(C)C.OCC[N+](C)(C)C.OCC[N+](C)(C)C.OCC[N+](C)(C)C choline di-oxalate